ClC1=C(C=CC=C1)C1=NC=2NC(N(C(C2N1C1=CC=C(C=C1)Cl)=O)C[C@@H](C(=O)O)C)=O (2S)-3-[8-(2-chlorophenyl)-7-(4-chlorophenyl)-2,6-dioxo-3H-purin-1-yl]-2-methylpropanoic acid